N1CCC2=CC=C(C=C12)C(=O)N1CC2(CC1)C(NC(CC2)=O)=O 2-(indoline-6-carbonyl)-2,7-diazaspiro[4.5]decane-6,8-dione